(1R,4r)-4-((8-(tert-butylamino)-6-((R)-1-hydroxyethyl)pyrido[3,4-d]pyrimidin-2-yl)amino)cyclohexan-1-ol C(C)(C)(C)NC1=NC(=CC2=C1N=C(N=C2)NC2CCC(CC2)O)[C@@H](C)O